COC(=O)C1CCC2(CCC3=CC=C(C=C23)OCCCNC(CC2=CC=CC=C2)=O)CC1 6'-[3-(2-phenylacetylamino)propoxy]-2',3'-dihydrospiro[cyclohexane-1,1'-indene]-4-carboxylic acid methyl ester